F[C@H]1C[C@H](N2N=C(N=C21)S(=O)(=O)[C@H]2[C@@H](C2)F)C2=CC=CC=C2 (5S,7S)-7-fluoro-5-phenyl-2-[(1R,2R)-2-fluorocyclopropyl]sulfonyl-6,7-dihydro-5H-pyrrolo[1,2-b][1,2,4]triazole